ClC1=NC=C(C(=N1)NC1=C(C=C(C=C1)C1CN(CCC1)C(=O)OC(C)(C)C)OC)Cl tert-butyl 3-(4-((2,5-dichloropyrimidin-4-yl)amino)-3-methoxyphenyl)piperidine-1-carboxylate